O=C1NC(CCC1C1=NN(C2=C(C=CC=C12)OCC(=O)NC=1SC=C(C1C(=O)OCC)C1=CC=CC=C1)C)=O Ethyl 2-(2-((3-(2,6-dioxopiperidin-3-yl)-1-methyl-1H-indazol-7-yl)oxy)-acetamido)-4-phenylthiophene-3-carboxylate